C(C)(C)(C)PC tert-butylmethylphosphin